C(CCC)OC(CC)O normal butoxypropanol